C12COCC(CC1)N2CCOC=2C=C(C=1N(C2)N=CC1C#N)C1=NC=C(N=C1)N1CC2N(C(C1)C2)CC=2C=NC(=CC2)OC 6-(2-(3-oxa-8-azabicyclo[3.2.1]oct-8-yl)ethoxy)-4-(5-(6-((6-methoxypyridine-3-yl)methyl)-3,6-diazabicyclo[3.1.1]heptan-3-yl)pyrazin-2-yl)pyrazolo[1,5-a]pyridine-3-carbonitrile